ClC1=C(C=CC=C1N1ONC2=NC(=CN=C2O1)Cl)C=1C(=NN(C1)C)C(=O)N (2-chloro-3-(7-chloro-2,4-dioxa-1,2-dihydropteridin-3(4H)-yl)phenyl)-1-methyl-1H-pyrazole-3-carboxamide